4-((S)-4,4-difluoro-1-((s)-1-((5-(4-fluorophenoxy)pyrazin-2-yl)amino)-1-oxopropan-2-yl)piperidin-3-yl)pyridine 1-oxide FC1([C@H](CN(CC1)[C@H](C(=O)NC1=NC=C(N=C1)OC1=CC=C(C=C1)F)C)C1=CC=[N+](C=C1)[O-])F